3-(5-chloro-6-(piperidin-3-yl)pyridin-2-yl)pyrazolo[1,5-a]pyridine ClC=1C=CC(=NC1C1CNCCC1)C=1C=NN2C1C=CC=C2